2-methoxy-N-methylethanamine COCCNC